C(C=CCC)(=O)O.OC=1C=C(C[C@H](N)C(=O)O)C=CC1O 3,4-dihydroxyphenylalanine pentenoate